3-(4-(4-(1-(4-Chloro-2,5-difluorophenyl)piperidin-4-yl)piperazin-1-yl)-2-fluorophenyl)piperidine-2,6-dione ClC1=CC(=C(C=C1F)N1CCC(CC1)N1CCN(CC1)C1=CC(=C(C=C1)C1C(NC(CC1)=O)=O)F)F